potassium phosphonobutanetricarboxylate P(=O)(O)(O)C(C(C(=O)[O-])(C(=O)[O-])C(=O)[O-])CC.[K+].[K+].[K+]